2,4-difluoro-5-methylphenylacetoacetic acid FC1=C(C=C(C(=C1)F)C)CC(CC(=O)O)=O